3-([1,2,4]triazolo[1,5-a]pyridin-6-yl)-N-(1-(piperidin-4-yl)-1H-pyrazol-4-yl)-1H-pyrrolo[2,3-b]pyridine-5-carboxamide N=1C=NN2C1C=CC(=C2)C2=CNC1=NC=C(C=C12)C(=O)NC=1C=NN(C1)C1CCNCC1